CC(C(=O)OCC(COC(C=C)=O)O)(CCCC)CCC 2-Hydroxy-3-(prop-2-enoyloxy)propyl 2-methyl-2-propylhexanoat